C(C)(C)(C)OC(=O)N1CC(C(CC1)(F)F)CCC(=O)OCC.FC(OC1=CC=C(C=C1)N1CCNCC1)(F)F 1-[4-(trifluoromethoxy)phenyl]piperazine tert-butyl-3-(3-ethoxy-3-oxopropyl)-4,4-difluoropiperidine-1-carboxylate